tert-butyl (1R,3s,5S)-3-(N-methyl-4-(2-(1-methyl-1H-pyrazolo[3,4-b]pyrazin-3-yl)cyclopropyl)benzamido)-8-azabicyclo[3.2.1]octane-8-carboxylate CN(C(C1=CC=C(C=C1)C1C(C1)C1=NN(C2=NC=CN=C21)C)=O)C2C[C@H]1CC[C@@H](C2)N1C(=O)OC(C)(C)C